(-)-4-chloro-3-hydroxybutyronitrile ClCC(CC#N)O